C(#N)C=1C=C(C=CC1)C=1N=C(SC1C1=CC2=C(N=NN2)C(=C1)C)C1OCC12CN(C2)C(=O)N [4-(3-cyanophenyl)-5-(7-methyl-3H-benzotriazol-5-yl)thiazol-2-yl]-2-oxa-6-azaspiro[3.3]heptane-6-carboxamide